COC(C=C(C(=O)O)CC(=O)O)=O aconitic acid monomethyl ester